C(C)(C)(C)N(C(O)=O)[C@@H]1[C@@H](CNCC1)F.FC=1C=C(CNC=2C=C3C(=NNC3=CC2)\C=C\C2=NC=CC=C2)C=C(C1)C(F)(F)F (E)-N-(3-fluoro-5-(trifluoromethyl)benzyl)-3-(2-(pyridin-2-yl)vinyl)-1H-indazol-5-amine tert-butyl-((cis)-3-fluoropiperidin-4-yl)carbamate